ClC1=C(C#N)C=CC(=C1)N1CC2(C[C@@H]1C)CCN(CC2)C2=CC=C(C=C2)C(=O)N2CCN(CC2)C2CN(C2)C2=C1C(N(C(C1=CC=C2)=O)C2C(NC(CC2)=O)=O)=O 2-chloro-4-((3S)-8-(4-(4-(1-(2-(2,6-dioxopiperidin-3-yl)-1,3-dioxoisoindolin-4-yl)azetidin-3-yl)piperazine-1-carbonyl)phenyl)-3-methyl-2,8-diazaspiro[4.5]decan-2-yl)benzonitrile